C(CC(C)(O)C(=O)O)(=O)SCCNC(CCNC([C@@H](C(COP(OP(OC[C@@H]1[C@H]([C@H]([C@@H](O1)N1C=NC=2C(N)=NC=NC12)O)OP(=O)(O)O)(=O)O)(=O)O)(C)C)O)=O)=O citramalyl-CoA